2-(3-benzoylphenyl)-N-(3-(triethoxysilyl)propyl)propanamide tert-butyl-3-(4,4,5,5-tetramethyl-1,3,2-dioxaborolan-2-yl)-7,8-dihydro-5H-1,6-naphthyridine-6-carboxylate C(C)(C)(C)OC(=O)N1CC=2C=C(C=NC2CC1)B1OC(C(O1)(C)C)(C)C.C(C1=CC=CC=C1)(=O)C=1C=C(C=CC1)C(C(=O)NCCC[Si](OCC)(OCC)OCC)C